aminoxycarboxylic acid O(N)C(=O)O